BrC1=NC=2N(C(NC(C2N1)=O)=O)C 8-bromo-3-methyl-3,7-dihydro-1H-purine-2,6-dione